1-(4-(((4-(trifluoromethyl)pyridin-2-yl)methyl)amino)benzyl)azetidine-3-carboxylic acid FC(C1=CC(=NC=C1)CNC1=CC=C(CN2CC(C2)C(=O)O)C=C1)(F)F